(7S)-7-(tert-butoxymethyl)-8-(pyridin-4-ylmethyl)hexahydropyrazino[2,1-c][1,4]oxazine-6,9-dione C(C)(C)(C)OC[C@@H]1N(C(C2COCCN2C1=O)=O)CC1=CC=NC=C1